CC1CN(C(=CC1)C=1C=C2C(NCC2=CC1)=O)C(=O)OC(C)(C)C tert-butyl 3-methyl-6-(3-oxoisoindolin-5-yl)-3,4-dihydro-2H-pyridine-1-carboxylate